ClC1=C(C=O)C(=CC(=C1)OCCCCN1C(C2=CC=C3C=4C2=C(C1=O)C=CC4OC4=CC=C(C=C43)C4=CC=C(C=C4)C(F)(F)F)=O)Cl 2,6-dichloro-4-(4-(1,3-dioxo-9-(4-(trifluoromethyl)phenyl)-1H-xantheno[2,1,9-def]isoquinolin-2(3H)-yl)butoxy)benzaldehyde